N-(adamantan-1-yl)-2-((6-(4-cyanophenyl)-2-oxo-1,2-dihydropyrimidin-4-yl)oxy)acetamide C12(CC3CC(CC(C1)C3)C2)NC(COC2=NC(NC(=C2)C2=CC=C(C=C2)C#N)=O)=O